FC(C1=CC=CC=C1S(=O)(=O)N)(F)F 6-(trifluoromethyl)benzene-sulfonamide